2-[7-chloro-3-(5-fluoro-4-methylpyridin-3-yl)-2-oxo-1,6-naphthyridin-1-yl]acetonitrile ClC1=NC=C2C=C(C(N(C2=C1)CC#N)=O)C=1C=NC=C(C1C)F